methyl 6-(allyloxy)-3-nitro-5-(trifluoromethyl)picolinate C(C=C)OC1=C(C=C(C(=N1)C(=O)OC)[N+](=O)[O-])C(F)(F)F